C(C)N1N=C(C2=C1C(NCC1(CCOCC1)C2)=O)C[C@H](COC(=O)C=2N=CN(C2)C)C 1-Methylimidazole-4-carboxylic acid [(2R)-3-(1-ethyl-8-oxo-spiro[6,7-dihydro-4H-pyrazolo[3,4-c]azepin-5,4'-tetrahydropyran]-3-yl)-2-methyl-propyl] ester